CC1=CC=CC(=N1)C=1N(C=C(N1)CNC1=NC=CC=C1)C=1C=CC=2N(C1)C=CN2 6-(2-(6-Methylpyridin-2-yl)-4-((pyridin-2-ylamino)methyl)-1H-imidazol-1-yl)imidazo[1,2-a]pyridine